piperazine-1-carboxylic acid benzyl ester C(C1=CC=CC=C1)OC(=O)N1CCNCC1